CC1=C(C=C(C=C1)NC(=O)N1C[C@@H](CC1)CC(F)(F)F)C1=CC(=NC(=C1)C1CNCCC1)N1CCOCC1 (3S)-N-[4-methyl-3-[2-(morpholin-4-yl)-6-(piperidin-3-yl)pyridin-4-yl]phenyl]-3-(2,2,2-trifluoroethyl)pyrrolidine-1-carboxamide